ClC1=C(C=CC=C1)C1=C(C=CC(=C1)C#N)S(=O)(=O)N1CCC(CC1)(C(=O)N[C@H](C)\C=C/S(=O)(=O)C)F (R,Z)-1-((2'-chloro-5-cyano-[1,1'-biphenyl]-2-yl)sulfonyl)-4-fluoro-N-(4-(methylsulfonyl)but-3-en-2-yl)piperidine-4-carboxamide